3-(3-fluoro-2,6-dimethoxyphenyl)-1-[[2-(trimethylsilyl)ethoxy]methyl]pyrrolo[2,3-b]pyridin-6-amine FC=1C(=C(C(=CC1)OC)C1=CN(C2=NC(=CC=C21)N)COCC[Si](C)(C)C)OC